C1(=C(C=CC=C1)C=CC1=NNC2=CC=C(C=C12)C(=O)N1CC(CC1)N(C)C)C1=CC=CC=C1 (3-(2-([1,1'-biphenyl]-2-yl)vinyl)-1H-indazol-5-yl)(3-(dimethylamino)pyrrolidin-1-yl)methanone